5α-androstane-3,17-dione C[C@@]12C(CC[C@H]1[C@@H]1CC[C@H]3CC(CC[C@]3(C)[C@H]1CC2)=O)=O